Ethyl 6-(benzylthio)-8-chloroimidazo[1,2-a]pyridine-3-carboxylate C(C1=CC=CC=C1)SC=1C=C(C=2N(C1)C(=CN2)C(=O)OCC)Cl